C(C)(C)(C)N1N=C(C=C1NC(OCC1=CC=CC=C1)=O)[C@@H]1C[C@@H](CC1)N1C(N(C=C1)C(C)C)=O cis-benzyl (1-(tert-butyl)-3-(3-(3-isopropyl-2-oxo-2,3-dihydro-1H-imidazol-1-yl)cyclopentyl)-1H-pyrazol-5-yl)carbamate